FC1=C(OC=2N=CC(=NC2)NC([C@H](C)N2CC(N(CC2)C(=O)C=2N=CC(NC2)=O)(C)C)=O)C=CC(=C1)F (S)-N-(5-(2,4-difluorophenoxy)pyrazin-2-yl)-2-(3,3-dimethyl-4-(5-oxo-4,5-dihydropyrazine-2-carbonyl)piperazin-1-yl)propanamide